ethyl 2-(5-(2,6-dichloro-4-(2-(1-cyano-2-((ethoxycarbonyl)amino)-2-oxoethylidene)hydrazinyl)phenoxy)-2-oxopyridin-1(2H)-yl)acetate ClC1=C(OC=2C=CC(N(C2)CC(=O)OCC)=O)C(=CC(=C1)NN=C(C(=O)NC(=O)OCC)C#N)Cl